7-(2-(5-cyclopropyl-3-(2,6-dichlorophenyl)isoxazol-4-yl)-7-azaspiro[3.5]non-1-en-7-yl)cinnoline-3-carboxylic acid C1(CC1)C1=C(C(=NO1)C1=C(C=CC=C1Cl)Cl)C1=CC2(C1)CCN(CC2)C2=CC=C1C=C(N=NC1=C2)C(=O)O